2-(2-amino-6-(1H-pyrrol-1-yl)-9H-purin-9-yl)-N-(1-ethyl-3-methyl-1H-pyrazol-5-yl)acetamide NC1=NC(=C2N=CN(C2=N1)CC(=O)NC1=CC(=NN1CC)C)N1C=CC=C1